(2-(Benzyloxy)-4-(difluoromethyl)-6-hydroxyphenyl)(2-(2-(dimethylamino)ethoxy)-4-((tetrahydrofuran-3-yl)amino)-7,8-dihydropyrido[4,3-d]pyrimidin-6(5H)-yl)methanone C(C1=CC=CC=C1)OC1=C(C(=CC(=C1)C(F)F)O)C(=O)N1CC2=C(N=C(N=C2NC2COCC2)OCCN(C)C)CC1